1-[(8aR)-6-chloro-5-(2-fluoro-6-hydroxyphenyl)-8a,9,11,12-tetrahydro-14H-pyrazino[2,1-c][1,2,4]triazolo[4',3':1,2]pyrido[3,4-f][1,4]oxazepine-10(8H)-yl]prop-2-en-1-one ClC1=C(N2C(C=3CN4[C@@H](COC31)CN(CC4)C(C=C)=O)=NN=C2)C2=C(C=CC=C2O)F